COC1=CC=C(C=C1)C1=C(C(O)=CC=C1)O (4-methoxyphenyl)catechol